N1=CC(=CC=C1)N1CC(C1)CC=O 2-[1-(pyridin-3-yl)azetidin-3-yl]ethanone